[Si](C)(C)(C(C)(C)C)OCCN(C(OC(C)(C)C)=O)CCNC1=CC(=C(C(=C1)F)N1C(N(C2=C(C3=C1C=C(C=N3)Cl)C=C(C=N2)Cl)CC)=O)F tertbutyl (2-((tert-butyldimethylsilyl)oxy)ethyl)(2-((4-(3,10-dichloro-7-ethyl-6-oxo-6,7-dihydro-5H-dipyrido[2,3-d:2',3'-f][1,3]diazepin-5-yl)-3,5-difluorophenyl)amino)ethyl)carbamate